C1(=CC=CC=C1)OC(NC1=CC(=C(C(=C1)Cl)C)CN1C2COC(C1)C2)=O phenyl(3-(2-oxa-5-azabicyclo[2.2.1]heptan-5-ylmethyl)-5-chloro-4-methylphenyl)carbamate